(S)-1-(3-(4-amino-3-((1-ethyl-6-fluoro-1H-benzo[d]imidazol-5-yl)ethynyl)-7-(thiazol-2-yl)-1H-pyrazolo[4,3-c]pyridin-1-yl)pyrrolidin-1-yl)prop-2-en-1-one NC1=NC=C(C2=C1C(=NN2[C@@H]2CN(CC2)C(C=C)=O)C#CC2=CC1=C(N(C=N1)CC)C=C2F)C=2SC=CN2